(3R)-N-[(1R)-2-cyclohexyl-1-phenylethyl]-7-hydroxy-1,2,3,4-tetrahydroisoquinoline-3-carboxamide C1(CCCCC1)C[C@H](C1=CC=CC=C1)NC(=O)[C@@H]1NCC2=CC(=CC=C2C1)O